(S)-2-((6-((4-cyanobenzofuran-7-yl)methoxy)-3',6'-dihydro-[2,4'-bipyridine]-1'(2'H)-yl)methyl)-3-(oxetan-2-ylmethyl)-3H-imidazo[4,5-b]pyridine-5-carboxylic acid C(#N)C1=CC=C(C2=C1C=CO2)COC2=CC=CC(=N2)C=2CCN(CC2)CC2=NC=1C(=NC(=CC1)C(=O)O)N2C[C@H]2OCC2